NC1CCC(CC1)NCC(C(F)(F)F)(CC)O 2-[[(4-aminocyclohexyl)amino]methyl]-1,1,1-trifluoro-butan-2-ol